1,N3-dimethyl-isophthalamide CC1(C(=O)N)CC(C(=O)NC)=CC=C1